BrC=1C2=C(C=NC1)N=C(N2C)C2=C(C=CC=C2)F 7-bromo-2-(2-fluorophenyl)-1-methyl-1H-imidazo[4,5-c]pyridine